7-(8-ethyl-7-fluoro-3-(methoxymethoxy)naphthalen-1-yl)-4-methoxy-2-((2-methylenetetrahydro-1H-pyrrolizin-7a(5H)-yl)methoxy)-5,6,7,8-tetrahydropyrido[3,4-d]pyrimidine C(C)C=1C(=CC=C2C=C(C=C(C12)N1CC=2N=C(N=C(C2CC1)OC)OCC12CCCN2CC(C1)=C)OCOC)F